4-[(4-FORMYLPIPERIDIN-1-YL)METHYL]BENZAMIDE C(=O)C1CCN(CC1)CC1=CC=C(C(=O)N)C=C1